1-(3-fluoro-4-pyridyl)-N-methyl-ethanamine FC=1C=NC=CC1C(C)NC